ClC1=C(C(=CC=C1)Cl)N1CC(C1)C1=CC(=C(CN2CCC(CC2)C(=O)O)C(=C1)C)CC (4-(1-(2,6-dichlorophenyl)azetidin-3-yl)-2-ethyl-6-methylbenzyl)-piperidine-4-carboxylic acid